ClC1=CC(=C(C=C1)NC1=NC(=NC=C1C(F)(F)F)NC1CNCCC1)P(=O)(C)C N4-[4-chloro-2-(dimethylphosphoryl)phenyl]-N2-(piperidin-3-yl)-5-(trifluoromethyl)pyrimidin-2,4-diamine